FC=1C=CC=C2C(=NNC12)C(=O)NC1=CN(C(C=C1)=O)C 7-fluoro-N-(1-methyl-6-oxo-1,6-dihydropyridin-3-yl)-1H-indazole-3-carboxamide